N-(2-(4-amino-3-(7-methoxy-5-methylbenzothien-2-yl)-1H-pyrazolo[3,4-d]pyrimidin-1-yl)ethyl)acrylamide NC1=C2C(=NC=N1)N(N=C2C=2SC1=C(C2)C=C(C=C1OC)C)CCNC(C=C)=O